tert-butyl (S)-4-[(3-cyanophenyl)phenylmethyl]-3-[(methylthio)methyl]-1-piperazinecarboxylate C(#N)C=1C=C(C=CC1)C(N1[C@@H](CN(CC1)C(=O)OC(C)(C)C)CSC)C1=CC=CC=C1